7-bromo-5-methyl-4-phenyl-3-trifluoromethylindolopyranone BrC=1C=CC2=C(C1)N(C=1C(=C(C(OC12)=O)C(F)(F)F)C1=CC=CC=C1)C